3-(4-(3-Amino-1H-indazol-5-yl)-1H-pyrrolo[2,3-b]pyridin-2-yl)benzoic acid NC1=NNC2=CC=C(C=C12)C1=C2C(=NC=C1)NC(=C2)C=2C=C(C(=O)O)C=CC2